C(C)(C)(C)OC(=O)NC[C@H](C(=O)O)C1=CC=CC=C1 (R)-3-((tert-butoxycarbonyl)amino)-2-phenylpropanoic acid